ClC1=C(C=CC(=C1)C(F)(F)F)NC(CN1C=2N(C(C(=C1CC)N1CCNCC1)=O)N=C(N2)C=2CC1=CC=CC=C1C2)=O N-(2-chloro-4-(trifluoromethyl)phenyl)-2-(5-ethyl-2-(1H-inden-2-yl)-7-oxo-6-(piperazin-1-yl)-[1,2,4]triazolo[1,5-a]pyrimidin-4(7H)-yl)acetamide